tert-butyl 2-((4-(5-carbamoyl-6-oxo-2-(trifluoromethyl)-1,6-dihydropyridin-3-yl)phenoxy)methyl)morpholine-4-carboxylate C(N)(=O)C1=CC(=C(NC1=O)C(F)(F)F)C1=CC=C(OCC2CN(CCO2)C(=O)OC(C)(C)C)C=C1